7-bromo-1-(cyclopropylmethyl)-1H-indole-2-carboxylic acid ethyl ester C(C)OC(=O)C=1N(C2=C(C=CC=C2C1)Br)CC1CC1